6-methoxy-3-methyl-isobenzofuran-1(3H)-one COC1=CC=C2C(OC(C2=C1)=O)C